NCCCCCCNCCC[Si](OC)(OC)OC N-(6-aminohexyl)-aminopropyl-trimethoxysilane